N-(1-(6-((5-methylthiazol-2-yl)amino)-4-(morpholinomethyl)pyridin-2-yl)piperidin-4-yl)acrylamide methyl-(2R)-2-[[tert-butoxycarbonyl]amino]-4-iodobutyrate COC([C@@H](CCI)NC(=O)OC(C)(C)C)=O.CC1=CN=C(S1)NC1=CC(=CC(=N1)N1CCC(CC1)NC(C=C)=O)CN1CCOCC1